CC(C)=C1CC(C1)CCN 2-(3-(prop-2-ylidene)cyclobutyl)ethane-1-amine